FC1(CCC(CC1)C1=NC=CC(=C1NC(=O)C=1C=C2C(=NC1)OCCC2)C2=C(C=CC(=C2)F)F)F N-(2-(4,4-difluorocyclohexyl)-4-(2,5-difluorophenyl)pyridin-3-yl)-3,4-dihydro-2H-pyrano[2,3-b]pyridine-6-carboxamide